(1S,2S,3S,6R)-6-((2-(4,4-dimethylcyclohexyl)ethyl)amino)-4-(fluoromethyl)cyclohex-4-ene-1,2,3-triol CC1(CCC(CC1)CCN[C@@H]1C=C([C@@H]([C@@H]([C@H]1O)O)O)CF)C